C(C)(C)[Si](C#CCCCO)(C(C)C)C(C)C 5-triisopropylsilylpent-4-yn-1-ol